FC(F)(F)C(C(=O)O)C1=CC=CC=C1.[O] oxygen trifluoromethyl-phenylacetic acid